Cl.NCCCC1=C(C=2N=C(N=C(C2S1)NCC=1OC=CC1)Cl)C 6-(3-aminopropyl)-2-chloro-N-[(furan-2-yl)methyl]-7-methylthieno[3,2-d]pyrimidin-4-amine hydrochloride